N-(2-(2-aminoethoxy)ethyl)-3-(6-(1-(2,2-difluorobenzo[d][1,3]dioxol-5-yl)cyclopropane-1-carboxamido)-3-methylpyridin-2-yl)benzamide NCCOCCNC(C1=CC(=CC=C1)C1=NC(=CC=C1C)NC(=O)C1(CC1)C1=CC2=C(OC(O2)(F)F)C=C1)=O